C(C)(C)(C)C=1C=C(C(=O)O)C=C(C1O)C(C)(C)C 3,5-di-tert-butyl-4-hydroxylbenzoic acid